C1(CC1)C1=NC=CC(=N1)C=1N=C2SCCCN2C(C1C#N)=O 8-(2-cyclopropylpyrimidin-4-yl)-6-oxo-2H,3H,4H,6H-pyrimido[2,1-b][1,3]thiazine-7-carbonitrile